7-(6-isopropylpyridin-2-yl)benzo[d]thiazol-2-amine C(C)(C)C1=CC=CC(=N1)C1=CC=CC=2N=C(SC21)N